C(C)SC=1C=C(C=NC1C1=NC2=C(N=NC(=C2)C(F)(F)F)N1C)OC(C#N)(C)C 2-[[5-ethylsulfanyl-6-[7-methyl-3-(trifluoromethyl)imidazo[4,5-c]pyridazin-6-yl]-3-pyridinyl]oxy]-2-methyl-propionitrile